C(CCCCCCCCCCCCCCC)OC1=C(C=CC(=C1)N)N 1-hexadecanoxy-2,5-diaminobenzene